(4-(2,6-dichloro-3-fluorophenyl)-1,3-thiazol-2-yl)guanidine ClC1=C(C(=CC=C1F)Cl)C=1N=C(SC1)NC(=N)N